FC=1C=CC(=C(NC)C1)[N+](=O)[O-] 5-fluoro-N-methyl-2-nitro-aniline